3-fluoro-2-Tolualdehyde FC1=C(C(=CC=C1)C)C=O